N-(5-((2-(6-azaspiro[3.4]octan-6-yl)ethyl)carbamoyl)-2-methylpyridin-3-yl)-2-(1-methyl-1H-pyrazol-4-yl)pyrazolo[5,1-b]thiazole-7-carboxamide C1CCC12CN(CC2)CCNC(=O)C=2C=C(C(=NC2)C)NC(=O)C=2C=NN1C2SC(=C1)C=1C=NN(C1)C